C(#N)C1=CC=C(CNC(=O)C2=CC=3N=CN=C(C3N(C2=O)C)OCC2(CC2)S(NC)(=O)=O)C=C1 N-(4-cyanobenzyl)-5-methyl-4-((1-(N-methylsulfamoyl)cyclopropyl)methoxy)-6-oxo-5,6-dihydropyrido[3,2-d]pyrimidine-7-carboxamide